2-((2S)-4-(4-methoxybenzyl)-5-methylpiperazin-2-yl)acetonitrile COC1=CC=C(CN2C[C@@H](NCC2C)CC#N)C=C1